BrC1=C(C=C(S1)S(=O)(=O)N)C 5-bromo-4-methylthiophene-2-sulfonamide